ClC=1C=C2C(=NC1)NC=C2C(=O)C=2C(=C(C=CC2)NS(=O)(=O)N(C)CC2(CC2)C(=O)OC)F methyl 1-[[[3-(5-chloro-1H-pyrrolo[2,3-b]pyridine-3-carbonyl)-2-fluoro-phenyl]sulfamoyl-methyl-amino]methyl]cyclopropanecarboxylate